1-ethoxyethyl-3-methylimidazolium bis(trifluoromethanesulfonyl)imide salt [N-](S(=O)(=O)C(F)(F)F)S(=O)(=O)C(F)(F)F.C(C)OC(C)C=1NC=C[N+]1C